O1N=CC(=C1)C1=CC(=C2C=NNC2=C1)NCCOCCCCNCC=1C=C(C=C(C1)C(F)(F)F)CC#N 2-(3-(((4-(2-((6-(isoxazol-4-yl)-1H-indazol-4-yl)amino)ethoxy)butyl)amino)methyl)-5-(trifluoromethyl)phenyl)acetonitrile